COC1=CC=C(C=C1)C1=NC=CC=C1NC1=CC=C(C=C1)C1=NN=CN1C 2-(4-methoxy-phenyl)-N-[4-(4-methyl-4H-1,2,4-triazol-3-yl)phenyl]pyridin-3-amine